3-(2,5-bis(4-(difluoromethyl)phenyl)-1H-pyrrol-3-yl)-N-((3S,4R)-4-hydroxy-2-oxopyrrolidin-3-yl)propanamide FC(C1=CC=C(C=C1)C=1NC(=CC1CCC(=O)N[C@@H]1C(NC[C@H]1O)=O)C1=CC=C(C=C1)C(F)F)F